tert-butyl 4-(6-fluoro-3-iodo-pyrazolo[1,5-a]pyrimidin-5-yl)piperazine-1-carboxylate FC=1C(=NC=2N(C1)N=CC2I)N2CCN(CC2)C(=O)OC(C)(C)C